COCC1(C(CN(CC1)C(=O)OC(C)(C)C)=O)C tert-butyl 4-(meth-oxymethyl)-4-methyl-3-oxo-piperidine-1-carboxylate